CNC(CCN1C[C@H](CCC1)C1CCN(CC1)C(=O)OC(C)(C)C)=O tert-butyl (R)-1-(3-(methylamino)-3-oxopropyl)-[3,4'-bipiperidine]-1'-carboxylate